4-(2,6-difluorobenzyl)-2-(3-fluoro-4-((4-(hydroxymethyl)thiazol-5-yl)oxy)phenyl)-2,4-dihydro-3H-1,2,4-triazol-3-one FC1=C(CN2C(N(N=C2)C2=CC(=C(C=C2)OC2=C(N=CS2)CO)F)=O)C(=CC=C1)F